CN1CCN(CC1)CCN(C)C 1-methyl-4-dimethylaminoethylpiperazine